OCC[N+](C)(C)C 2-hydroxy-N,N,N-trimethylethan-1-aminium